CN1C=NC2=C1C(=C(C=C2)C)CNC(C2=CC(=C(C(=C2)F)OC)F)=O N-((1,6-dimethyl-1H-benzimidazol-7-yl)-methyl)-3,5-difluoro-4-methoxybenzamide